(2R)-6-(4-cyano-4-methyl-1-piperidyl)-2-methyl-N-[(1R)-1-[3-nitro-5-(trifluoromethyl)phenyl]ethyl]-2,3-dihydroimidazo[1,2-b]pyridazine-8-carboxamide C(#N)C1(CCN(CC1)C=1C=C(C=2N(N1)C[C@H](N2)C)C(=O)N[C@H](C)C2=CC(=CC(=C2)C(F)(F)F)[N+](=O)[O-])C